O1C2(OCC1)CC=1C(=NC=C(C1)N1N=C(N=C1N)N)CCC2 (5,7,8,9-tetrahydrospiro[cyclohepta[b]pyridine-6,2'-[1,3]dioxolane]-3-yl)-1H-1,2,4-triazole-3,5-diamine